N(=NC(C(=O)[O-])(C)C)C(C(=O)[O-])(C)C 2,2'-azo-bis-(2-methyl propionate)